C(C=C)(=O)N1C[C@@H](CC1)C1=NC(=C2N1C=CN=C2)C2=CC=C(C(=O)NC1=NC=CC=C1)C=C2 (R)-4-(3-(1-acryloylpyrrolidin-3-yl)imidazo[1,5-a]pyrazin-1-yl)-N-(pyridin-2-yl)benzamide